1-(3-Methyl-2-phenyl-2H-pyrazolo[4,3-c]pyridin-6-yl)azetidine-3-sulfonamide CC=1N(N=C2C1C=NC(=C2)N2CC(C2)S(=O)(=O)N)C2=CC=CC=C2